ClC1=C(C=C(C=2C3=C(NC12)CCN([C@@H]3C)C(=O)C3=NC=C(C=N3)OC)C=C)Cl (R)-(6,7-dichloro-1-methyl-9-vinyl-1,3,4,5-tetrahydro-2H-pyrido[4,3-b]indol-2-yl)(5-methoxypyrimidin-2-yl)methanone